tert-butyl (3-amino-5-fluoropyridin-2-yl)carbamate NC=1C(=NC=C(C1)F)NC(OC(C)(C)C)=O